N-(2-(4-((4-(difluoromethoxy)-1H-pyrrolo[3,2-c]pyridin-1-yl)sulfonyl)piperazin-1-yl)-2-oxoethyl)-N-methylacrylamide FC(OC1=NC=CC2=C1C=CN2S(=O)(=O)N2CCN(CC2)C(CN(C(C=C)=O)C)=O)F